NC(C)C=1C=C(C=CC1)C1=CC(=CC(=C1)N1CCC2(CCOC2)CC1)COC1=CC=CC=C1 2-((3'-(1-aminoethyl)-5-(2-oxa-8-azaspiro[4.5]decane-8-yl)-[1,1'-biphenyl]-3-yl)methoxy)benzene